COC1=CC(=CC2=C1OCO2)CCC(=O)N 3-(7-methoxybenzo[d][1,3]dioxolan-5-yl)propionamide